CSCCC1C(NC(N1)=O)=O 5-(β-methylthioethyl)-hydantoin